N-(5-(2-(((1r,4r)-4-(dimethylamino)cyclohexyl)amino)-8-isopropyl-7-oxo-7,8-dihydropyrido[2,3-d]-pyrimidin-6-yl)pyridin-2-yl)-2-(trifluorometh-yl)benzenesulfonamide CN(C1CCC(CC1)NC=1N=CC2=C(N1)N(C(C(=C2)C=2C=CC(=NC2)NS(=O)(=O)C2=C(C=CC=C2)C(F)(F)F)=O)C(C)C)C